NC1=NNC2=C1C(=NC=C2C2=NN1C(N=CC=C1)=C2)C2=CC=C(CNC(C1=C(C=CC(=C1)F)OC)=O)C=C2 N-(4-(3-amino-7-(pyrazolo[1,5-a]pyrimidin-2-yl)-1H-pyrazolo[4,3-c]pyridin-4-yl)benzyl)-5-fluoro-2-methoxybenzamide